NC1=NC=CC(=C1Cl)SC1=CN=C(C=2N1C=NC2)N2CCC1(CC2)[C@@H](C=2N(N=C3C2CCC3)C1)N (S)-1'-(5-((2-amino-3-chloropyridin-4-yl)thio)imidazo[1,5-a]pyrazin-8-yl)-1,2,3,8-tetrahydro-6H-spiro[cyclopenta[d]pyrrolo[1,2-b]pyrazol-7,4'-piperidin]-8-amine